C(CC=C)C1=CC=C(C=C1)P(Cl)Cl (4-(but-3-en-1-yl)phenyl)dichlorophosphine